L-1,3-diethylbenzene C(C)C1=CC(=CC=C1)CC